O=C(C(=O)O)CC(C)C.O=C(C(=O)O)CC(C)C 2-oxo-4-methylpentanoic acid (α-ketoisocaproate)